(4-fluorobenzamidomethyl)-16-oxo-androst-5-ene-3beta-ol acetate C(C)(=O)O[C@@H]1CC2=CC[C@H]3[C@@H]4CC(C[C@@]4(CCNC(C4=CC=C(C=C4)F)=O)CC[C@@H]3[C@]2(CC1)C)=O